C1(=CC=CC=C1)OC(CCCC)=O pentanoic acid phenyl ester